(R,E)-N-((1,2,3,5,6,7-hexahydro-s-indacen-4-yl)carbamoyl)-2-(1-isobutyl-2-methyl-pyrrolidin-2-yl)ethene-1-sulfonamide C1CCC2=C(C=3CCCC3C=C12)NC(=O)NS(=O)(=O)\C=C\[C@@]1(N(CCC1)CC(C)C)C